4-Bromomethyl-2-methoxy-1-nitrobenzene BrCC1=CC(=C(C=C1)[N+](=O)[O-])OC